C1(=C(C(=CC(=C1)C)C)C(=O)P(O)(=O)C(=O)C1=C(C=C(C=C1C)C)C)C Bismesitoylphosphinic Acid